7-chloro-2-(4-(4-(4-chlorophenyl)pyridin-2-yl)piperazine-1-carbonyl)quinazolin-4(3H)-one ClC1=CC=C2C(NC(=NC2=C1)C(=O)N1CCN(CC1)C1=NC=CC(=C1)C1=CC=C(C=C1)Cl)=O